C[C@@H]1[C@H]2[C@@H](CC3=C1C(=O)C[C@@]4([C@H]3C[C@]5([C@H]4CC[C@@H]6C(=C5)C=CC(=O)OC6(C)C)O)C)C=C(C(=O)O2)C The molecule is a hexacyclic triterpenoid isolated from the leaves and stems of Kadsura longipedunculata and has been found to exhibit cytotoxicity aganist human tumour cells. It has a role as a metabolite and an antineoplastic agent. It is a hexacyclic triterpenoid, a terpene lactone, a tertiary alcohol and an enone.